COC=1C=C(C=C(C1C)OC)NC1=NC=C(C(=N1)NC=1C=CC2=C(NC(O2)=O)C1)C 5-(2-(3,5-dimethoxy-4-methylphenylamino)-5-methylpyrimidin-4-ylamino)benzo[d]oxazol-2(3H)-one